N,N-dimethyl-3-[2-(m-tolyl)ethynyl]-6,8-dihydro-5H-[1,2,4]triazolo[4,3-a]pyrazine-7-carboxamide CN(C(=O)N1CC=2N(CC1)C(=NN2)C#CC=2C=C(C=CC2)C)C